N-(2-(1-((3-(3-(2,6-dioxopiperidin-3-yl)-4-fluoro-benzoyl)-3-azaspiro[5.5]undec-9-yl)methyl)piperidin-4-yl)-6-methoxy-2H-indazol-5-yl)-6-(trifluoromethyl)pyridinecarboxamide O=C1NC(CCC1C=1C=C(C(=O)N2CCC3(CC2)CCC(CC3)CN3CCC(CC3)N3N=C2C=C(C(=CC2=C3)NC(=O)C3=NC(=CC=C3)C(F)(F)F)OC)C=CC1F)=O